CC1=NC=2C(=NC(=CC2)C2=CC=NC=C2)N1C1=CC=C(CN2CCN(CC2)C(C)=O)C=C1 1-(4-(4-(2-methyl-5-(pyridin-4-yl)-3H-imidazo[4,5-b]pyridin-3-yl)benzyl)piperazin-1-yl)ethan-1-one